CC1=C2C(=CNC2=CC=C1)S(=O)(=O)C1=C(C=C(C=C1)N1C=NC(=C1)C)C 4-methyl-3-[2-methyl-4-(4-methylimidazol-1-yl)phenyl]sulfonyl-1H-indole